2-(methoxymethyloxy)-5-(methoxy)phenylboronic acid COCOC1=C(C=C(C=C1)OC)B(O)O